[Cl-].[Ca+].[Cl-].[N+](=O)([O-])C1=CC=C(OCCOCCOCCOCCOCCOCCOCCOCCOCC[NH3+])C=C1 26-(4-Nitrophenoxy)-3,6,9,12,15,18,21,24-octaoxahexacosan-1-aminium chloride calcium chloride